C(#N)[Ag]C#N Dicyanosilver